(2-chlorophenyl)-3-(quinolin-2-yloxy)pyrrolidin-2-one ClC1=C(C=CC=C1)N1C(C(CC1)OC1=NC2=CC=CC=C2C=C1)=O